ClC=1C=C(C(=NC1)OC(F)F)C1=NN=C(N1C)C1=C(C=C(C=C1F)F)F 5-chloro-2-(difluoromethoxy)-3-(4-methyl-5-(2,4,6-trifluorophenyl)-4H-1,2,4-triazol-3-yl)pyridine